(N-(1-aminoethyl)aminomethyl)(trimethoxy)silane NC(C)NC[Si](OC)(OC)OC